6-(4-(((6-bromo-2-(2,6-dioxopiperidin-3-yl)-1,3-dioxoisoindoline-5-yl)methyl)(Methyl)amino)piperidin-1-yl)-2-(4-phenoxyphenyl)nicotinamide BrC1=C(C=C2C(N(C(C2=C1)=O)C1C(NC(CC1)=O)=O)=O)CN(C1CCN(CC1)C1=NC(=C(C(=O)N)C=C1)C1=CC=C(C=C1)OC1=CC=CC=C1)C